N12CCC(CC1)(C2)C=2SC1=C(N2)C=C(C=C1)B1OC(C(O1)(C)C)(C)C 2-(1-azabicyclo[2.2.1]heptan-4-yl)-5-(4,4,5,5-tetramethyl-1,3,2-dioxaborolan-2-yl)benzo[d]thiazole